COC(C1=C(C=C(C=C1)OC1OCCCC1)N1CCNCC1)=O.F[C@@H]1C[C@H](NC1)C(=O)NC1=NN(C=C1)CCC(F)(F)F (2S,4R)-4-fluoro-N-(1-(3,3,3-trifluoropropyl)-1H-pyrazol-3-yl)pyrrolidine-2-carboxamide Methyl-2-(piperazin-1-yl)-4-((tetrahydro-2H-pyran-2-yl)oxy)benzoate